1-(3-((4-(4-fluorophenyl)piperazin-1-yl)methyl)-4-(trifluoromethyl)phenyl)-4-methyl-1,4-diazepan FC1=CC=C(C=C1)N1CCN(CC1)CC=1C=C(C=CC1C(F)(F)F)N1CCN(CCC1)C